8-(2,6-dimethylpyridin-3-yl)-N-((5-fluoro-2,3-dihydrobenzofuran-4-yl)methyl)-1-(methylsulfonyl)imidazo[1,5-c]pyrimidin-5-amine CC1=NC(=CC=C1C=1C=2N(C(=NC1)NCC1=C(C=CC3=C1CCO3)F)C=NC2S(=O)(=O)C)C